F\C=C(\CNC(OC(C)(C)C)=O)/COC1=CC2=C(N=C(O2)NCCOC)C=C1 tert-butyl (Z)-(3-fluoro-2-(((2-((2-methoxyethyl)amino)benzo[d]oxazol-6-yl)oxy)methyl)allyl)carbamate